(cyclohexylamino)-1-ethyl-6-fluoro-4-oxo-1,4-dihydroquinoline-3-carboxylic acid C1(CCCCC1)NC=1N(C2=CC=C(C=C2C(C1C(=O)O)=O)F)CC